C(OC1=NC=CC(=C1N)C)([2H])([2H])[2H] (methoxy-d3)-4-methylpyridin-3-amine